Trans-2,2-dichloro-3-(4-chloro-3-(trifluoromethyl)phenyl)cyclopropane-1-carboxylic acid ClC1([C@H]([C@@H]1C1=CC(=C(C=C1)Cl)C(F)(F)F)C(=O)O)Cl